ClC1=C(C=CC(C)=O)C=CC(=C1)Cl 2,4-dichlorobenzylideneacetone